tert-butyl N-[rac-(1S,2S,4R)-7-[(3-chloro-4-thiazol-2-yl-phenyl)methyl]-7-azabicyclo[2.2.1]heptan-2-yl]carbamate ClC=1C=C(C=CC1C=1SC=CN1)CN1[C@@H]2[C@H](C[C@H]1CC2)NC(OC(C)(C)C)=O |r|